NC(N)(C(CC)O)C(=O)O α-amino-β-hydroxynorvaline